C1OCC12CC(C2)OC2=C(C=C(C=C2F)[C@@H]2[C@@H](C2)C=2C=NC(=NC2)C2=NC=CC=N2)F cis-5-(2-(4-((2-oxaspiro[3.3]heptan-6-yl)oxy)-3,5-difluorophenyl)cyclopropyl)-2,2'-bipyrimidine